FC(C1=NN=C(S1)N1C(N(C2=C1C=C(C=C2N2C[C@H](N(CC2)C(=O)OC(C)(C)C)C)S(NC2(COC2)CF)(=O)=O)C)=O)F tert-butyl (2R)-4-[1-[5-(difluoromethyl)-1,3,4-thiadiazol-2-yl]-6-[[3-(fluoromethyl)oxetan-3-yl]sulfamoyl]-3-methyl-2-oxo-benzimidazol-4-yl]-2-methyl-piperazine-1-carboxylate